COC1=C(C(C(=O)O)=CC=C1)O 3-methoxysalicylic acid